1-(p-tolyl)-5-(trifluoromethyl)-1H-pyrazole-4-carboxylic acid C1(=CC=C(C=C1)N1N=CC(=C1C(F)(F)F)C(=O)O)C